(2-methoxyethoxy)-5-nitropyrimidine COCCOC1=NC=C(C=N1)[N+](=O)[O-]